NC=1C=CC=C2C(N(CC12)C1C(NC(CC1)=O)=O)=O 3-(7-amino-3-oxo-1H-isoIndol-2-yl)piperidine-2,6-dione